C(C)(C)(C)C=1C=CC=2N(C3=CC=C(C=C3C2C1)C(C)(C)C)C1=C(C#N)C(=C(C(=C1N1C2=CC=C(C=C2C=2C=C(C=CC12)C(C)(C)C)C(C)(C)C)N1C2=CC=C(C=C2C=2C=C(C=CC12)C(C)(C)C)C(C)(C)C)N1C2=CC=C(C=C2C=2C=C(C=CC12)C(C)(C)C)C(C)(C)C)C1=CC=NC=C1 2,3,4,5-tetrakis(3,6-di-tert-butyl-9H-carbazol-9-yl)-6-(pyridin-4-yl)benzonitrile